2-[4-[4-[(2,6-dioxo-3-piperidyl)amino]-2,3-difluoro-phenyl]-1-piperidyl]acetic acid O=C1NC(CCC1NC1=C(C(=C(C=C1)C1CCN(CC1)CC(=O)O)F)F)=O